2-(azidomethyl)-4-bromo-6-chlorobenzofuran N(=[N+]=[N-])CC=1OC2=C(C1)C(=CC(=C2)Cl)Br